NC=1C(=NC(=CN1)C1=CC=C(C=C1)S(=O)(=O)C(C)C)C1=CC(=NO1)C1=CC=C(C=C1)NC(=O)N 1-(4-(5-(3-amino-6-(4-(Isopropylsulfonyl)phenyl)pyrazin-2-yl)isoxazol-3-yl)phenyl)urea